4-(4-((cyclopropylmethyl)sulfonyl)phenyl)oxazolidin-2-one C1(CC1)CS(=O)(=O)C1=CC=C(C=C1)C1NC(OC1)=O